CC1=C2C(=CC(OC2=CC(=C1)C=O)=O)C1=C(C=CC=C1)C 5-methyl-4-(o-tolyl)-2-oxo-chromene-7-carbaldehyde